N-(2-chlorophenyl)pivalic amide ClC1=C(C=CC=C1)NC(C(C)(C)C)=O